(R)-N-[(3R)-1'-(5-bromopyrazin-2-yl)-7-fluoro-3H-spiro[1-benzofuran-2,4'-piperidine]-3-yl]-2-methylpropane-2-sulfinamide BrC=1N=CC(=NC1)N1CCC2(CC1)OC1=C([C@H]2N[S@](=O)C(C)(C)C)C=CC=C1F